5-[4-amino-5-(trifluoromethyl)pyrrolo[2,1-f][1,2,4]triazin-7-yl]-N-[(3R,4S)-4-fluoro-1-(pyridine-2-carbonyl)pyrrolidin-3-yl]-2-methylbenzamide NC1=NC=NN2C1=C(C=C2C=2C=CC(=C(C(=O)N[C@@H]1CN(C[C@@H]1F)C(=O)C1=NC=CC=C1)C2)C)C(F)(F)F